O=C1NCCC12CCNCC2 oxo-2,8-diazaspiro[4.5]decane